FC(CO)(OC=1C=C(C=NC1)N1C(C(C2=CC(=CC=C12)C(=O)NC1(CCS(CC1)(=O)=O)C)(C)C)=O)F 1-(5-(1,1-difluoro-2-hydroxyethoxy)pyridin-3-yl)-3,3-dimethyl-N-(4-methyl-1,1-dioxidotetrahydro-2H-thiopyran-4-yl)-2-oxo-indoline-5-carboxamide